BrC=1N=CC=2N(C1)C=C(N2)[C@@H]2N(CC1(CC1)C2)C 6-bromo-2-[(6R)-5-methyl-5-azaspiro[2.4]heptan-6-yl]imidazo[1,2-a]pyrazine